cyanobenzyl alcohol C(#N)C(C1=CC=CC=C1)O